1-[(1S,3aS,3bR,5aS,7R,9aS,9bS,11aS)-7-hydroxy-9a,11a-dimethyl-hexadecahydro-1H-cyclopenta[a]phenanthren-1-yl]ethan-1-one O[C@@H]1CC[C@@]2([C@H]3CC[C@]4([C@H]([C@@H]3CC[C@H]2C1)CC[C@@H]4C(C)=O)C)C